zinc-silver fluoride [Ag]F.[Zn]